butyl((S)-4-bromo-3-oxo-1-((S)-2-oxopyrrolidin-3-yl)butan-2-yl)carbamate C(CCC)OC(N[C@@H](C[C@H]1C(NCC1)=O)C(CBr)=O)=O